The molecule is a glycosylmannose that is beta-D-mannopyranose in which the hydroxy group at position 3 has been converted into the corresponding alpha-D-mannopyranoside. C([C@@H]1[C@H]([C@@H]([C@@H]([C@@H](O1)O)O)O[C@@H]2[C@H]([C@H]([C@@H]([C@H](O2)CO)O)O)O)O)O